2'-(Difluoromethyl)-6-(1,4-dimethyl-1H-1,2,3-triazol-5-yl)-N-(6-isopropylthiazolo[4,5-c]pyridin-2-yl)-5'-methoxy-[4,4'-bipyridine]-3-carboxamide FC(C1=NC=C(C(=C1)C1=C(C=NC(=C1)C1=C(N=NN1C)C)C(=O)NC=1SC2=C(C=NC(=C2)C(C)C)N1)OC)F